C(C)(C)(C)OC(=O)N1C[C@@H](OC[C@H]1C1=C(C=C(C=C1)Br)C)C (2s,5r)-5-(4-bromo-2-methylphenyl)-2-methylmorpholine-4-carboxylic acid tert-butyl ester